(1H-indazol-3-yl)methanone N1N=C(C2=CC=CC=C12)C=O